tert-butyl 3-((3-hydroxypropyl)(methyl)amino)azetidine-1-carboxylate OCCCN(C1CN(C1)C(=O)OC(C)(C)C)C